C[C@H]1CN(CCN1CC1CCNCC1)C1=CC=C(C=N1)[C@@H]1CNCCC1 |&1:20| (3RS)-3-{6-[(3S)-3-methyl-4-(piperidin-4-ylmethyl)piperazin-1-yl]pyridin-3-yl}piperidine